diphenyl(2,4,6-trimethoxybenzoyl)phosphine oxide C1(=CC=CC=C1)P(C(C1=C(C=C(C=C1OC)OC)OC)=O)(C1=CC=CC=C1)=O